N5-(3-acetamidopropyl)-N7,3-dimethyl-3-phenyl-2,3-dihydrobenzofuran-5,7-dicarboxamide C(C)(=O)NCCCNC(=O)C=1C=C(C2=C(C(CO2)(C2=CC=CC=C2)C)C1)C(=O)NC